[N+](=O)([O-])C=1C=C(C=CC1)S(=O)(=O)Cl 3-nitrobenzenesulfonyl chloride